C(C(=O)N)(=O)O.[Cu] copper (oxamic acid)